2-(7-chloro-9H-carbazol-2-yl)-N-(3-hydroxybenzyl)acetamide ClC1=CC=C2C=3C=CC(=CC3NC2=C1)CC(=O)NCC1=CC(=CC=C1)O